3,5-dimethyl-N-butyl-pyridine iodide [I-].CC=1CN(C=C(C1)C)CCCC